2-[(3R)-3-[[3-[6-[8-(1,3-benzothiazol-2-ylcarbamoyl)-3,4-dihydro-1H-isoquinolin-2-yl]-2-tert-butoxycarbonyl-3-pyridyl]-2-methyl-phenoxy]methyl]-8-azaspiro[4.5]decan-8-yl]acetic acid S1C(=NC2=C1C=CC=C2)NC(=O)C=2C=CC=C1CCN(CC21)C2=CC=C(C(=N2)C(=O)OC(C)(C)C)C=2C(=C(OC[C@@H]1CCC3(C1)CCN(CC3)CC(=O)O)C=CC2)C